ClC=1C(=C(C=C(C1)F)C1=CC=C(C=C1)N1C(N(C=C1)C[2H])=O)OC chloro-5-fluoro-2-methoxy-4'-(3-deuteromethyl-2-oxo-2,3-dihydro-1H-imidazol-1-yl)-[1,1'-biphenyl]